2-(4-(4-amino-5-(4-phenoxyphenyl)-7H-pyrrolo[2,3-d]pyrimidin-7-yl)cyclohexylidene)acetic acid ethyl ester C(C)OC(C=C1CCC(CC1)N1C=C(C2=C1N=CN=C2N)C2=CC=C(C=C2)OC2=CC=CC=C2)=O